Cl.Cl.N1N=CC(=C1)C1=CC=C(C=C1)C1(COC2=C(O1)C=CC=C2)C(=O)N 4-(1H-pyrazol-4-yl)phenyl-2,3-dihydro-1,4-benzodioxin-2-carboxamide dihydrochloride